N1C=CC2=C(C=CC=C12)OC(C(C)(C)OC1=CC=C(C=C1)C(C1=CC=C(C=C1)Cl)=O)=O 1H-indol-4-yl-2-(4-(4-chlorobenzoyl) phenoxy)-2-methylpropionate